FC1=C(C=CC(=C1)C(F)(F)F)/C=C/C1CN(C1)C(=O)OC(C)(C)C tert-Butyl 3-[(E)-2-[2-fluoro-4-(trifluoromethyl)phenyl]vinyl]azetidine-1-carboxylate